β-ergostenol C[C@H](CC[C@H](C)C(C)C)[C@H]1CC=C2[C@@]1(CC[C@H]3[C@H]2CC[C@@H]4[C@@]3(CC[C@@H](C4)O)C)C